9-FLUORENYL-FORMALDEHYDE C1=CC=CC=2C3=CC=CC=C3C(C12)C=O